benzyl 6-(4-(methoxycarbonyl) phenyl)-2-oxo-7-azaspiro[3.5]nonane-7-carboxylate COC(=O)C1=CC=C(C=C1)C1CC2(CC(C2)=O)CCN1C(=O)OCC1=CC=CC=C1